N-(3-(azepan-1-yl)-4-(4-propylpiperazine-1-carbonyl)phenyl)-2,2-difluorocyclopropane-1-carboxamide N1(CCCCCC1)C=1C=C(C=CC1C(=O)N1CCN(CC1)CCC)NC(=O)C1C(C1)(F)F